N(=[N+]=[N-])CCOCCOCCN 2-(2-(2-azidoethoxy)ethoxy)ethan-1-amine